(S)-5-bromo-2-(3-(3-chloropyridin-2-yloxy)pyrrolidin-1-yl)benzaldehyde BrC=1C=CC(=C(C=O)C1)N1C[C@H](CC1)OC1=NC=CC=C1Cl